3'-fluoro-N-(5-(((3R,3aS,6aR)-hexahydrofuro[2,3-b]furan-3-yl)oxy)-1,3,4-thiadiazol-2-yl)-5'-methoxy-2',6-dimethyl-[4,4'-bipyridine]-3-carboxamide FC=1C(=NC=C(C1C1=C(C=NC(=C1)C)C(=O)NC=1SC(=NN1)O[C@H]1CO[C@H]2OCC[C@H]21)OC)C